N-(1-(5-(3-cis-(trifluoromethoxy)cyclobutyl)-1,3,4-oxadiazol-2-yl)-2-oxabicyclo[2.2.2]Oct-4-yl)-6-(trifluoromethyl)quinoline-2-carboxamide FC(OC1(CCC1)C1=NN=C(O1)C12OCC(CC1)(CC2)NC(=O)C2=NC1=CC=C(C=C1C=C2)C(F)(F)F)(F)F